N[C@H](C(=O)N1C[C@H](C[C@H]1C(N[C@@H]1CCCC2=CC=CC=C12)=O)NC(OCC1C2=CC=CC=C2C=2C=CC=CC12)=O)C1CCCCC1 (9H-fluoren-9-yl)methyl ((3S,5S)-1-((S)-2-amino-2-cyclohexylacetyl)-5-(((R)-1,2,3,4-tetrahydronaphthalen-1-yl)carbamoyl)pyrrolidin-3-yl)carbamate